The molecule is a monocarboxylic acid amide obtained by formal condensation of the carboxy group of furoic acid with the secondary amino group of 6,7-dimethoxy-2-[(4aR,8aS)-octahydroquinoxalin-1-yl]quinazolin-4-amine. It has a role as an adenosine A2A receptor antagonist. It is a member of quinazolines, a member of furans, an aromatic ether, a quinoxaline derivative, an aromatic amide and a monocarboxylic acid amide. COC1=C(C=C2C(=C1)C(=NC(=N2)N3CCN([C@@H]4[C@H]3CCCC4)C(=O)C5=CC=CO5)N)OC